(1S,4s)-4-(8-(4-chloro-2,6-difluorophenylamino)-2-((1R,3S)-3-hydroxycyclopentylamino)-9H-purin-9-yl)cyclohexanecarboxamide ClC1=CC(=C(C(=C1)F)NC=1N(C2=NC(=NC=C2N1)N[C@H]1C[C@H](CC1)O)C1CCC(CC1)C(=O)N)F